[BrH2+].C(C)(C)N1C(C(C2=CC=CC=C12)[N+]1=CC(=CC=C1)C(=O)OC)=O 1-(2,3-dihydro-1-isopropyl-2-oxo-1H-indol-3-yl)-3-(methoxycarbonyl)-pyridinium bromonium salt